(3R,5R)-8-fluoro-3-((trityloxy)methyl)-2,3-dihydro-5H,9H-2,5-methanopyrimido[2,1-b][1,5,3]dioxazepin-9-one FC=1C(N=C2OC3[C@H](O[C@@H](N2C1)C3)COC(C3=CC=CC=C3)(C3=CC=CC=C3)C3=CC=CC=C3)=O